C1(=CC=CC=C1)NCCC[Si](O)(O)O N-phenyl-3-aminopropylsilanetriol